C1(CCCC1)CN1C[C@H]([C@@H](CC1)N1N=CC(=C1)C1(NC=C(C(=N1)NC)F)N)F 2-(1-((trans)-1-(cyclopentylmethyl)-3-fluoropiperidin-4-yl)-1H-pyrazol-4-yl)-5-fluoro-N4-methylpyrimidine-2,4-diamine